FC1=C(C=CC=C1)C=1C=C2C=CN(C2=C(C1)C(=O)NCC1=CC=C(C(=O)O)C=C1)CC1=CC=C(C=C1)C(F)(F)F 4-((5-(2-Fluorophenyl)-1-(4-(trifluoromethyl)benzyl)-1H-indol-7-amido)methyl)benzoic acid